N[C@H]1CS(C2=C(N(C1=O)CC1=CC=C(C=C1)Cl)C=C(C(=C2)F)C2=NOC(=N2)C2(CCN(CC2)C(=O)NC)C)(=O)=O 4-[3-[(3R)-3-amino-5-[(4-chlorophenyl)methyl]-8-fluoro-1,1,4-trioxo-2,3-dihydro-1λ6,5-benzothiazepin-7-yl]-1,2,4-oxadiazol-5-yl]-N,4-dimethyl-piperidine-1-carboxamide